[Al].[Ni].[Ti] Titanium-Nickel-Aluminum